(2-METHOXY-5-[(4-METHYLPIPERAZIN-1-YL)METHYL]PHENYL)BORANEDIOL COC1=C(C=C(C=C1)CN1CCN(CC1)C)B(O)O